(1S,2S)-N-(6-(7-bromo-6-fluoro-5-methyl-1H-indazol-4-yl)imidazo[1,2-a]pyridin-2-yl)-2-fluorocyclopropane-1-carboxamide BrC=1C(=C(C(=C2C=NNC12)C=1C=CC=2N(C1)C=C(N2)NC(=O)[C@H]2[C@H](C2)F)C)F